(R)-6-chloro-3-((1-(2-cyano-7-methyl-3-(3-(trifluoromethyl)azetidin-1-yl)quinoxalin-5-yl)ethyl)amino)picolinic acid ClC1=CC=C(C(=N1)C(=O)O)N[C@H](C)C1=C2N=C(C(=NC2=CC(=C1)C)C#N)N1CC(C1)C(F)(F)F